C(CCCCCCC)(=O)OCC(O)CO Glyceryl Caprylate